COC(=O)N1C(CC1)N1N=CC(=C1)C1=NNC=2C1=NC(=C(C2)OC)C2=C(C(=CC=C2)C)C (4-(5-(2,3-dimethylphenyl)-6-methoxy-1H-pyrazolo[4,3-b]pyridin-3-yl)-1H-pyrazol-1-yl)azetidine-1-carboxylic acid methyl ester